C(C)(C)(C)OC(=O)N1CCC(CC1)COC=1C(=CC(=NC1)C(=O)OC)C(F)F methyl 5-((1-(tert-butoxycarbonyl)piperidin-4-yl)methoxy)-4-(difluoromethyl)picolinate